2'-O-methylguanosine hydrate O.CO[C@H]1[C@@H](O[C@@H]([C@H]1O)CO)N1C=NC=2C(=O)NC(N)=NC12